C(C)(C)(C)N1C=C(C=C1)C(=O)NCC1=NC(=NO1)N1N=C2C(=CC=CC2=C1C(C(F)(F)F)(F)F)N[C@H]1[C@H](CN(CC1)C)F 1-(tert-butyl)-N-((3-(7-(((3S,4R)-3-fluoro-1-methylpiperidin-4-yl)amino)-3-(perfluoroethyl)-2H-indazol-2-yl)-1,2,4-oxadiazol-5-yl)methyl)-1H-pyrrole-3-carboxamide